[Sm].[Ce].[La] lanthanum-cerium-samarium